2-Amino-N-{1-[8-chloro-5-(3,3-difluoropiperidin-1-yl)imidazo[1,5-a]pyridin-6-yl]ethyl}pyrazolo[1,5-a]pyrimidine-3-carboxamide bistrifluoroacetate FC(C(=O)O)(F)F.FC(C(=O)O)(F)F.NC1=NN2C(N=CC=C2)=C1C(=O)NC(C)C=1C=C(C=2N(C1N1CC(CCC1)(F)F)C=NC2)Cl